CS(=O)(=O)O.S1C=CC2=C1[C@H](OCC2)N(C)C (S)-(4,5-dihydro-7H-thieno[2,3-c]pyran-7-yl)-N-methyl-methylamine methanesulfonate